FC1=CC=C(C=C1)NC1=CC=CC2=C1OC1=C2C=CC=C1C([2H])([2H])[2H] N-(4-fluorophenyl)-6-(methyl-d3)dibenzo[b,d]Furan-4-amine